methyl-2,2-difluoro-2-fluorosulfonyl-acetate COC(C(S(=O)(=O)F)(F)F)=O